NC=1N=CC(=NC1C=1OC(=NN1)C1=CCC(C=C1)=CNC)C1=CC2=C(S(C([C@@H]2F)(C)C)(=O)=O)C=C1 (R)-5-(5-amino-6-(5-(4-((methylamino)methylene)phenyl)-1,3,4-oxadiazol-2-yl)pyrazin-2-yl)-3-fluoro-2,2-dimethyl-2,3-dihydrobenzo[b]thiophene 1,1-dioxide